(E)-8-benzyl-2-(4-hydroxybenzyl)-6-(4-hydroxystyryl)imidazo[1,2-a]pyrazin-3(7H)-one C(C1=CC=CC=C1)C1=C2N(C=C(N1)\C=C\C1=CC=C(C=C1)O)C(C(=N2)CC2=CC=C(C=C2)O)=O